FC=1C=C(C=CC1)N1N=CC=2C1=NC(=NC2NC(=O)C=2SC(=CC2)[N+](=O)[O-])N2C=C(C=C2)C(=O)OCCO 2-hydroxyethyl 1-(1-(3-fluorophenyl)-4-(5-nitrothiophene-2-carboxamido)-1H-pyrazolo[3,4-d]pyrimidin-6-yl)-1H-pyrrole-3-carboxylate